COC(C1=C(C=C(C(=O)NC2=CC=C(C=C2)Br)C(=C1)C)C)=O N-(4-bromo-phenyl)-2,5-dimethyl-terephthalamic acid methyl ester